tetraphenylphosphonium tetrakis(methylphenyl)borate CC1=C(C=CC=C1)[B-](C1=C(C=CC=C1)C)(C1=C(C=CC=C1)C)C1=C(C=CC=C1)C.C1(=CC=CC=C1)[P+](C1=CC=CC=C1)(C1=CC=CC=C1)C1=CC=CC=C1